1-(1-iodoethylsulfonyl)-4-methyl-benzene IC(C)S(=O)(=O)C1=CC=C(C=C1)C